OC1=CC=C(C=C1)C=C(C#N)C1=CC=C(C=C1)[N+](=O)[O-] 3-(4-hydroxyphenyl)-2-(4-nitrophenyl)-acrylonitrile